tert-butyl (3R,4S)-3-(2-ethyl-3-fluoro-5-(4,4,5,5-tetramethyl-1,3,2-dioxaborolan-2-yl)benzamido)-4-fluoropyrrolidine-1-carboxylate C(C)C1=C(C(=O)N[C@@H]2CN(C[C@@H]2F)C(=O)OC(C)(C)C)C=C(C=C1F)B1OC(C(O1)(C)C)(C)C